N1=CNC2=NC=CC(=C21)C=2C=NN(C2)C2=CC=C(C=N2)C(CCC(=O)NC)C(F)(F)F 4-(6-(4-(3H-imidazo[4,5-b]pyridin-7-yl)-1H-pyrazol-1-yl)pyridin-3-yl)-5,5,5-trifluoro-N-methylpentanamide